C.[Sn] tin methane